C(C)(=O)NC(=O)[C@H](O)[C@@H](O)[C@H](O)[C@H](O)CO acetamido-D-glucose